C(C)OC(=O)C=1NC2=C(C=CC(=C2C1)NC1=CC(=CC(=C1)C(F)(F)F)OC)F 4-((3-methoxy-5-trifluoromethylphenyl)amino)-7-fluoro-1H-indole-2-carboxylic acid ethyl ester